FC1=C(C(=O)OC)C(=CC=C1C(F)(F)F)OC=1C(=NC(=CC1)F)C methyl 2-fluoro-6-((6-fluoro-2-methylpyridin-3-yl)oxy)-3-(trifluoromethyl)benzoate